ClC1=CC=C(C=C1)[C@H]([C@@H]1[C@H]([C@H]([C@@H](O1)N1C=CC2=C1NC=NC2=NN)O)O)O 7-[(2R,3R,4S,5R)-5-[(R)-(4-chlorophenyl)-hydroxy-methyl]-3,4-dihydroxy-tetrahydrofuran-2-yl]-1H-pyrrolo[2,3-d]pyrimidin-4-one hydrazone